(8-amino-6-(3-cyanophenyl)-[1,2,4]triazolo[1,5-a]pyrazin-2-yl)carbamic acid ethyl ester C(C)OC(NC1=NN2C(C(=NC(=C2)C2=CC(=CC=C2)C#N)N)=N1)=O